COC=1C=C(C=CC1)C=1C=C(C(=NC1)N)C1=CC(=C(C(=C1)OC)OC)OC 5-(3-methoxyphenyl)-3-(3,4,5-trimethoxyphenyl)pyridin-2-amine